(S)-N-((R)-1-(benzo[d][1,3]dioxol-5-yl)butan-2-yl)-2-methylpropane-2-sulfinamide O1COC2=C1C=CC(=C2)C[C@@H](CC)N[S@@](=O)C(C)(C)C